2-[[1-(2-chloroacetyl)-3,4-dihydro-2H-quinolin-6-yl]oxy]acetic acid ClCC(=O)N1CCCC2=CC(=CC=C12)OCC(=O)O